(3S)-3-(2-isopropoxyphenyl)piperazine-1-carboxylate C(C)(C)OC1=C(C=CC=C1)[C@H]1CN(CCN1)C(=O)[O-]